6-fluoro-8-methylisoquinoline 2-oxide FC=1C=C2C=C[N+](=CC2=C(C1)C)[O-]